CN(C1=CC=C(C=C1)C=C(C#N)C(=O)C1CCNC1)C 3-[4-(dimethylamino)phenyl]-2-(pyrrolidine-4-carbonyl)prop-2-enenitrile